methyl 1-(3-thienyl)azetidine-3-carboxylate S1C=C(C=C1)N1CC(C1)C(=O)OC